(E)-2-(4-(3-(6-ethoxylbenzofuran-2-yl)-3-oxoprop-1-en-1-yl)-2,6-dimethylphenoxy)-2-methylpropanoic acid O(CC)C1=CC2=C(C=C(O2)C(/C=C/C2=CC(=C(OC(C(=O)O)(C)C)C(=C2)C)C)=O)C=C1